(N-[4-Amino-5-(3-phenyl-1,2,4-oxadiazol-5-carbonyl)thiazol-2-yl]-4-fluoroanilino)propanamid NC=1N=C(SC1C(=O)C1=NC(=NO1)C1=CC=CC=C1)N(C1=CC=C(C=C1)F)C(C(=O)N)C